4-hydroxy-3,3-bis(hydroxymethyl)butylacrylamide OCC(CCC(C(=O)N)=C)(CO)CO